2-(methoxy(styryl)phosphoryl)-7,8-dihydro-1,6-naphthyridine-6(5H)-carboxylic acid tert-butyl ester C(C)(C)(C)OC(=O)N1CC=2C=CC(=NC2CC1)P(=O)(C=CC1=CC=CC=C1)OC